COC(=O)C=1CC2(OCCO2)CCC1 1,4-Dioxaspiro[4.5]dec-7-ene-7-carboxylic acid methyl ester